3-carbamimidamido-2,2-dimethylpropanoic acid N(C(=N)N)CC(C(=O)O)(C)C